2,3-dimethyl-4,8,11,16-tetraoxo-3,7,12,15-tetraazaoctadecane-1-oic acid CC(C(=O)O)N(C(CCNC(CCC(NCCNC(CC)=O)=O)=O)=O)C